FCC=1C=C2C(=CC=NC2=CC1)C(=O)O 6-(fluoromethyl)quinoline-4-carboxylic acid